5-amino-1-isopropyl-3-[4-([[3-(pyridin-2-yl)-1,2-oxazol-5-yl]carbamoyl]methyl)phenyl]pyrazole-4-carboxamide NC1=C(C(=NN1C(C)C)C1=CC=C(C=C1)CC(NC1=CC(=NO1)C1=NC=CC=C1)=O)C(=O)N